ClCC(=O)NC1=CC2=CN(N=C2C=C1)C 2-chloro-N-(2-methyl-2H-indazol-5-yl)acetamide